8-((2s,5r)-4-((4-cyanophenyl)(p-tolyl)methyl)-2,5-dimethylpiperazin-1-yl)-5-methyl-6-oxo-5,6-dihydro-1,5-naphthyridine-2-carbonitrile trifluoroacetate FC(C(=O)O)(F)F.C(#N)C1=CC=C(C=C1)C(N1C[C@@H](N(C[C@H]1C)C1=CC(N(C=2C=CC(=NC12)C#N)C)=O)C)C1=CC=C(C=C1)C